BrC1=NN(C(=C1)C(=O)Cl)C1=C(C=C(C=C1Br)Br)Br 3-bromo-1-(2,4,6-tribromophenyl)-1H-pyrazole-5-carbonyl chloride